6-[3-(5-chloro-2,4-difluoro-phenyl)-1H-pyrazol-4-yl]-N-[[(2R)-2-piperidyl]methyl]-1,5-naphthyridin-3-amine ClC=1C(=CC(=C(C1)C1=NNC=C1C=1N=C2C=C(C=NC2=CC1)NC[C@@H]1NCCCC1)F)F